O1CCN(CC1)C=1C2=C(N=CN1)N(C(=C2)C2=CC=C(C=C2)NC=2C=NC(=NC2)N2CC1CCC(C2)N1C(=O)OC(C)(C)C)COCC[Si](C)(C)C tert-butyl 3-(5-((4-(4-morpholino-7-((2-(trimethylsilyl)ethoxy)methyl)-7H-pyrrolo[2,3-d]pyrimidin-6-yl)phenyl)amino)pyrimidin-2-yl)-3,8-diazabicyclo[3.2.1]octane-8-carboxylate